OCCOCCOCCNC(=O)C1=CC2=C(N(C(=N2)NC=2SC3=C(N2)C=CC(=C3)OC(F)(F)F)C)C=C1 1-Methyl-2-(6-trifluoromethoxy-benzothiazol-2-ylamino)-1H-benzoimidazole-5-carboxylic acid {2-[2-(2-hydroxy-ethoxy)-ethoxy]-ethyl}-amide